CC1=C(C(=CC(=C1)C)C)Br 2,4,6-trimethylbromobenzene